N-({4-amino-1H,3H-furo[3,4-c]quinolin-7-yl}methyl)-2-cyclopropyl-N-[6-(4-methylpiperazin-1-yl)-2-(trifluoromethyl)pyridin-3-yl]pyrimidine-5-carboxamide NC1=NC=2C=C(C=CC2C2=C1COC2)CN(C(=O)C=2C=NC(=NC2)C2CC2)C=2C(=NC(=CC2)N2CCN(CC2)C)C(F)(F)F